[3-(4-nitrophenyl)-1H-pyrazol-1-yl]acetic acid [N+](=O)([O-])C1=CC=C(C=C1)C1=NN(C=C1)CC(=O)O